C1(CC1)N1N=CC(=C1)[C@H]1C=C(C[C@H](O1)CO)C1=NC2=NC(=C(N=C2C(=N1)C1=C(C=C(C=C1)F)F)C)C [(2S,6R)-6-(1-cyclopropylpyrazol-4-yl)-4-[4-(2,4-difluorophenyl)-6,7-dimethyl-pteridin-2-yl]-3,6-dihydro-2H-pyran-2-yl]methanol